BrC1=C(C=NN1C(F)F)C(=O)OCC ethyl 5-bromo-1-(difluoromethyl)-1H-pyrazole-4-carboxylate